2,5-BIS(TRIFLUOROMETHYL)PHENYLISOCYANIDE FC(C1=C(C=C(C=C1)C(F)(F)F)[N+]#[C-])(F)F